N-((4-(methylsulfonamido)phenyl)(phenyl)methyl)-2-oxo-6-(trifluoromethyl)-1,2-dihydropyridine-3-carboxamide CS(=O)(=O)NC1=CC=C(C=C1)C(NC(=O)C=1C(NC(=CC1)C(F)(F)F)=O)C1=CC=CC=C1